CN1C=CC=2C1=NC=CC2B2OC(C(O2)(C)C)(C)C 1-methyl-4-(4,4,5,5-tetramethyl-1,3,2-dioxa-borolan-2-yl)-1H-pyrrolo[2,3-b]pyridine